C(C=C)(=O)NC1=C(C(=O)O)C=C(C(=C1)OC)OCCCCCC 2-acrylamido-5-(hexyloxy)-4-methoxybenzoic acid